C(CCCCCCC\C=C/C\C=C/CCCCC)(=O)OC methyl (9z,12z)-octadeca-9,12-dien-oate